(7-aminobenzofuran-4-yl)dimethylphosphine oxide NC1=CC=C(C=2C=COC21)P(C)(C)=O